F[C@@H]1CN(CC[C@@H]1OC)C1=NC=CC(=N1)NC=1N=CC2=C(C=CC(=C2C1)C(C)C)N1CCC1 (S)-1-(3-((2-((3r,4S)-3-fluoro-4-methoxypiperidin-1-yl)pyrimidin-4-yl)amino)-5-isopropylisoquinolin-8-yl)azetidine